FC(CC1CN(C1)C1CC2(CN(C2)C(=O)N2CC3(C2)NC(OC3)=O)C1)(F)F 2-[6-[3-(2,2,2-trifluoroethyl)azetidin-1-yl]-2-azaspiro[3.3]heptane-2-carbonyl]-7-oxa-2,5-diazaspiro[3.4]octan-6-one